[Ti].N(=C=O)C(C)(C)C1=CC=C(C=C1)OC(OC1=CC=C(C=C1)C(C)(C)N=C=O)=O.OC1=C(C=CC(=C1)C)C(C)=O 1-(2-Hydroxy-4-methylphenyl)ethan-1-one bis(4-(1-isocyanato-1-methylethyl)phenyl)carbonate Titanium